potassium tri(sec-butyl)borohydride C(C)(CC)[BH-](C(C)CC)C(C)CC.[K+]